2-(2-phenoxypropanoyl)-8-(3-(trifluoromethyl)phenyl)-1,3,4,12a-tetrahydrobenzo[e]pyrazino[1,2-a][1,4]diazepine-6,12(2H,11H)-dione O(C1=CC=CC=C1)C(C(=O)N1CC2N(C(C3=C(NC2=O)C=CC(=C3)C3=CC(=CC=C3)C(F)(F)F)=O)CC1)C